FC=1C=C(C=C(C1)F)C1=NO[C@](C1)(C(=O)N[C@H]1CCOC1)C=C (2S,4S)-4-[[(5S)-3-(3,5-difluorophenyl)-5-vinyl-4H-isoxazole-5-carbonyl]amino]tetrahydrofuran